N[C@H]1CS(C2=C(N(C1=O)CC1=CC=C(C=C1)OC(C)C)C=C(C(=C2)F)C=2OC(=NN2)C(C)(C)C)(=O)=O (3R)-3-amino-7-(5-tert-butyl-1,3,4-oxadiazol-2-yl)-8-fluoro-5-[(4-isopropoxyphenyl)methyl]-1,1-dioxo-2,3-dihydro-1λ6,5-benzothiazepin-4-one